(R)-8-(1-aminoethyl)-3,6-dimethyl-2-(1-methylcyclobutyl)quinazolin-4(3H)-one N[C@H](C)C=1C=C(C=C2C(N(C(=NC12)C1(CCC1)C)C)=O)C